tert-butyl-(2R,4R)-4-((6-chloro-3-fluoro-4-(2-hydroxypropan-2-yl)-pyridin-2-yl) methyl)-2-methylpiperidine-4-carboxylate C(C)(C)(C)OC(=O)[C@]1(C[C@H](NCC1)C)CC1=NC(=CC(=C1F)C(C)(C)O)Cl